tris(trivinyl-silyl) phosphate P(=O)(O[Si](C=C)(C=C)C=C)(O[Si](C=C)(C=C)C=C)O[Si](C=C)(C=C)C=C